2-di-t-butylphosphino-2,4,6-tri-i-propyl-1,1-biphenyl C(C)(C)(C)P(C1(C(=C(C=C(C1)C(C)C)C(C)C)C1=CC=CC=C1)C(C)C)C(C)(C)C